tert-butyl 7-(methyl (7-tosyl-7H-pyrrolo[2,3-d]pyrimidin-4-yl) amino)-2-azaspiro[3.5]nonane-2-carboxylate CN(C1CCC2(CN(C2)C(=O)OC(C)(C)C)CC1)C=1C2=C(N=CN1)N(C=C2)S(=O)(=O)C2=CC=C(C)C=C2